5-bromo-2-[(3-methylphenyl)carbamoyl]benzoic acid BrC=1C=CC(=C(C(=O)O)C1)C(NC1=CC(=CC=C1)C)=O